C(C)[C@H]1OC2=C(C=NC1)C=CC=C2 (R)-2-Ethyl-2,3-dihydrobenzo[f][1,4]oxazepin